CC(C)CC(CCCCCCCCCCCC)C 2,4-dimethyl-hexadecane